2-((E)-((E)-3-bromo-4-(cinnamoyloxy)-5-methoxybenzylidene)amino)-3-methylbutanoic acid BrC=1C=C(\C=N\C(C(=O)O)C(C)C)C=C(C1OC(\C=C\C1=CC=CC=C1)=O)OC